(S)-4-isobutyl-4-methyl-1,2,3-oxathiazolidine-3-carboxylic acid tert-butyl ester C(C)(C)(C)OC(=O)N1SOC[C@]1(C)CC(C)C